N-methyl-L-aspartic acid-4-tert-butyl ester C(C)(C)(C)OC(C[C@H](NC)C(=O)O)=O